1-[4-(2-{7,8-Dimethyl-[1,2,4]triazolo[1,5-a]pyridin-6-yl}-3-(propan-2-yl)-1H-pyrrolo[3,2-b]pyridin-5-yl)(2,2,3,3,5,5,6,6-2H8)piperazin-1-yl]-2-(dimethylamino)(2H2)ethan-1-on CC1=C(C=2N(C=C1C1=C(C3=NC(=CC=C3N1)N1C(C(N(C(C1([2H])[2H])([2H])[2H])C(C(N(C)C)([2H])[2H])=O)([2H])[2H])([2H])[2H])C(C)C)N=CN2)C